2-Methoxy-N-{[5-methyl-2-(5-morpholin-4-yl-3,4'-bipyridin-2'-yl)-1H-imidazol-4-yl]methyl}ethanamine COCCNCC=1N=C(NC1C)C1=NC=CC(=C1)C=1C=NC=C(C1)N1CCOCC1